CO[Si](CCCNCCC[Si](OC)(OC)OC)(OC)OC bis[3-(trimethoxy)silylpropyl]amine